C(C)(C)(C)C1=CC=C(C=C1)OC=1C(C(=O)[O-])=CC=CC1 4-tert-Butylphenylsalicylat